N-(3-(aminomethyl)pyrazin-2-yl)-N-methylmethanesulfonamide NCC=1C(=NC=CN1)N(S(=O)(=O)C)C